FC1=C(C=CC=C1)C1=CC(=C(N1S(=O)(=O)C=1C=NC=CC1)\C(=C/C(=O)O)\C(=O)O)CNC.CC(CCCOC1=NN(C=C1)C(C)=O)(C)C 1-(3-((4,4-dimethylpentyl)oxy)-1H-pyrazol-1-yl)ethan-1-one 5-(2-fluorophenyl)-1-(3-pyridylsulfonyl)-3-methylaminomethyl-1H-pyrrolefumarate